ClC1=CC=C(C=C1)C1=NC(=CC2=C1N=CN(C2=O)C(CO)C)C=2C=NC=CC2 8-(4-chlorophenyl)-3-(1-hydroxypropan-2-yl)-6-(pyridin-3-yl)pyrido[3,4-d]pyrimidin-4(3H)-one